FC1=C(CN2N=C(C=3C2=NC=CC3)C3=NC(=C(C(=N3)N)N3CCOCC3)N)C=CC=C1 2-[1-(2-fluorobenzyl)-1H-pyrazolo[3,4-b]pyridin-3-yl]-5-(4-morpholinyl)-4,6-pyrimidinediamine